FC=1C(=NC(=NC1)NC1=CC=C(C=N1)N1CCN(CC1)CC=1C=C2CN(C(C2=CC1)=O)C1C(NC(CC1)=O)=O)C=1C=C(C2=C(N(C(=N2)C)C(C)C)C1)F 3-(5-((4-(6-((5-fluoro-4-(4-fluoro-1-isopropyl-2-methyl-1H-benzo[d]imidazole-6-yl)pyrimidin-2-yl)amino)pyridin-3-yl)piperazin-1-yl)methyl)-1-oxoisoindoline-2-yl)piperidine-2,6-dione